[3,5-di-tert-butyl-4-hydroxyphenyl]methane C(C)(C)(C)C=1C=C(C=C(C1O)C(C)(C)C)C